FC1=C(C=CC=C1)C1=CC=C(N=N1)NC1[C@H]2CN(C[C@@H]12)CC1CCOCC1 (1s,5r)-N-[6-(2-fluorophenyl)pyridazin-3-yl]-3-(tetrahydropyran-4-ylmethyl)-3-azabicyclo[3.1.0]hexane-6-amine